C(C(=C)C)(=O)OCC(CCCC)CC 2-ethylhexyl (methacrylate)